C1(=CC=CC=C1)C1=CC=C(S1)C1=CC=C(C=C1)N(C1=CC=C(C=C1)C=1SC(=CC1)C1=CC=CC=C1)C1=CC=C(C=C1)C=1SC(=CC1)C1=CC=CC=C1 tris-[4-(5-phenyl-2-thienyl)phenyl]amine